N1=CC=C(C=C1)C=1N=C(C2=C(N1)C(=NC=C2)C#CCO)N2CCC1(CCNC1)CC2 3-(2-(pyridin-4-yl)-4-(2,8-diazaspiro[4.5]decan-8-yl)pyrido[3,4-d]pyrimidin-8-yl)prop-2-yn-1-ol